FC=1C=C(C(=O)O)C=C(C1C(C)(C)O)C1=CC2=C(NC(=N2)C)C=C1 3-fluoro-4-(2-hydroxypropan-2-yl)-5-(2-methyl-1H-benzimidazol-5-yl)benzoic acid